2-(3'-methallyl-2'-hydroxy-5'-methylphenyl)benzotriazole C(C(C)=C)C=1C(=C(C=C(C1)C)N1N=C2C(=N1)C=CC=C2)O